ethyl 2,2-difluoro-3-(pyridin-2-ylsulfanyl)propanoate FC(C(=O)OCC)(CSC1=NC=CC=C1)F